CC1=NC=C(C(=C1)C1=CC=2N(C=C1)N=C(C2)NC2=NC=C(C=C2)C(F)(F)F)OC[C@@H]2CNCCO2 5-[2-methyl-5-[[(2S)-morpholin-2-yl]methoxy]-4-pyridyl]-N-[5-(trifluoromethyl)-2-pyridyl]pyrazolo[1,5-a]pyridin-2-amine